tert-butyl 3-[2-[2-[2-[2-(2-benzyloxyethoxy)ethoxy]ethoxy]ethoxy]ethoxy]propanoate C(C1=CC=CC=C1)OCCOCCOCCOCCOCCOCCC(=O)OC(C)(C)C